3-(4,4,5,5-tetramethyl-1,3,2-dioxaborolan-2-yl)-4-(trifluoromethyl)aniline CC1(OB(OC1(C)C)C=1C=C(N)C=CC1C(F)(F)F)C